BrC1=C(CC=2N=NNN2)C=CC=C1 5-(2-bromobenzyl)-2H-tetrazole